bis(tetramethylammonium) decanedioate C(CCCCCCCCC(=O)[O-])(=O)[O-].C[N+](C)(C)C.C[N+](C)(C)C